ClC=1C=C(N)C=C(C1)Cl 3,5-dichloroaniline